CN1C(C2=CC=CC=C2C(=C1)C=1C=C(C=CC1)NS(=O)(=O)CCC)=O N-[3-(2-methyl-1-oxoisoquinolin-4-yl)phenyl]propane-1-sulfonamide